triacetoxytetraethyl-ammonium borohydride [BH4-].C(C)(=O)OC(C[N+](CC)(CC)CC)(OC(C)=O)OC(C)=O